DIETHYLENE GLYCOL METHYL ETHER COCCOCCO